C(CCC)C=C(C(=O)[O-])C#N n-Butylcyanoacrylat